[Cl-].C(=O)(O)CCC[N+](C)(C)C carboxypropyl-trimethyl-ammonium chloride